(2-(aminomethyl)-3-fluoroallyloxy)-2-isopropyl-3,4-dihydroisoquinolin-1(2H)-one trifluoroacetate salt FC(C(=O)O)(F)F.NCC(COC1N(C(C2=CC=CC=C2C1)=O)C(C)C)=CF